1,2-bis(3-chlorophenyl)ethyl (3-cyclohexyl-1-((4-(cyclopropylamino)-3,4-dioxo-1-(2-oxopyrrolidin-3-yl)butan-2-yl)amino)-1-oxopropan-2-yl)carbamate C1(CCCCC1)CC(C(=O)NC(CC1C(NCC1)=O)C(C(=O)NC1CC1)=O)NC(OC(CC1=CC(=CC=C1)Cl)C1=CC(=CC=C1)Cl)=O